(3R)-4-[(4aR,8aS)-3,4,4a,5,6,7,8,8a-Octahydro-2H-quinolin-1-yl]-3-[(2,4-dimethoxyphenyl)methylamino]-4-oxo-butanenitrile N1(CCC[C@H]2CCCC[C@H]12)C([C@@H](CC#N)NCC1=C(C=C(C=C1)OC)OC)=O